C(C)OC1=C(C=C2CCN([C@H](C2=C1)CCN1CCOCC1)C=O)OC (S)-7-ethoxy-6-methoxy-1-(2-morpholinoethyl)-3,4-dihydroisoquinolin-2(1H)-formaldehyde